iso-Decyl Methacrylate C(C(=C)C)(=O)OCCCCCCCC(C)C